2-(6-chloro-benzothiazol-2-ylamino)-1-methyl-1H-benzoimidazole-5-carboxylic acid (S)-pyrrolidin-3-ylamide dihydrochloride Cl.Cl.N1C[C@H](CC1)NC(=O)C1=CC2=C(N(C(=N2)NC=2SC3=C(N2)C=CC(=C3)Cl)C)C=C1